NC1=C2C(=NC=N1)N(N=C2C=2C=NC(=C(C2)F)OC(C)C)[C@@H](C)C=2C=C1N(C(C2C2=CC(=CC=C2)F)=O)C(=CS1)Cl (S)-7-(1-(4-amino-3-(5-fluoro-6-isopropoxypyridin-3-yl)-1H-pyrazolo[3,4-d]pyrimidin-1-yl)ethyl)-3-chloro-6-(3-fluorophenyl)-5H-thiazolo[3,2-a]pyridin-5-one